NC1=NC=2C3=C(C(CC2C=N1)(C)C)C(=NN3CCOC)C(=O)NC=3SC=C(N3)C 8-amino-1-(2-methoxyethyl)-4,4-dimethyl-N-(4-methyl-1,3-thiazol-2-yl)-4,5-dihydro-1H-pyrazolo[4,3-H]quinazoline-3-carboxamide